N-[(1R)-1-[3-nitro-5-(trifluoromethyl)phenyl]ethyl]-6-oxo-1-[3-[(1,1,1-trifluoropropane-2-yl)amino]phenyl]dihydropyridine-3-carboxamide [N+](=O)([O-])C=1C=C(C=C(C1)C(F)(F)F)[C@@H](C)NC(=O)C1CN(C(C=C1)=O)C1=CC(=CC=C1)NC(C(F)(F)F)C